ethyl (3S)-2-((R)-1-phenylethyl)-2-azabicyclo[2.2.1]hept-5-ene-3-carboxylate C1(=CC=CC=C1)[C@@H](C)N1C2C=CC([C@H]1C(=O)OCC)C2